1-[4-(2-Cyclopropylphenyl)piperazin-1-yl]-2-{3-[(2R,6S)-2,6-dimethylmorpholin-4-carbonyl]-5,6-dihydrocyclopenta[c]pyrazol-1(4H)-yl}ethan-1-on C1(CC1)C1=C(C=CC=C1)N1CCN(CC1)C(CN1N=C(C2=C1CCC2)C(=O)N2C[C@H](O[C@H](C2)C)C)=O